FC1=CC2=C(N(C(N=C2)=O)C=2C(=NC=CC2C)C(C)C)N=C1C1=C(C=CC=C1O)F 6-fluoro-7-(2-fluoro-6-hydroxyphenyl)-1-(4-methyl-2-(2-propanyl)-3-pyridinyl)pyrido[2,3-d]pyrimidin-2(1H)-one